C(C)(C)(C)C1=CC=C(C=C1)S 4-tert-butylthiophenol